BrC1=C(N=C(S1)N1CC(CC1)(N)C(F)(F)F)C 1-(5-bromo-4-methylthiazol-2-yl)-3-(trifluoromethyl)pyrrolidin-3-amine